(2R)-2-(tert-butoxycarbonylamino)-4-[tert-butyl(diphenyl)silyl]oxy-butanoic acid C(C)(C)(C)OC(=O)N[C@@H](C(=O)O)CCO[Si](C1=CC=CC=C1)(C1=CC=CC=C1)C(C)(C)C